BrC1=CC=C(C=N1)C#CC(C)(O)C 4-(6-bromo-3-pyridyl)-2-methyl-but-3-yn-2-ol